4,5,6,7-tetrabromo-2-(3-(diethoxy(methyl)silyl)propyl)isoindoline-1,3-dione BrC1=C2C(N(C(C2=C(C(=C1Br)Br)Br)=O)CCC[Si](C)(OCC)OCC)=O